C[C@H]1N(CCOC1)C=1N=C2N(C(C1)=O)CC[C@H](N2CC(C(CC)C)=O)C(F)(F)F (S)-2-((R)-3-Methyl-morpholin-4-yl)-9-(3-methyl-2-oxo-pentyl)-8-trifluoromethyl-6,7,8,9-tetrahydro-pyrimido[1,2-a]-pyrimidin-4-one